N-(3-ethynylphenyl)-6,7-bis(2-methoxyethoxy)-4-quinolineamine hydrochloride Cl.C(#C)C=1C=C(C=CC1)NC1=CC=NC2=CC(=C(C=C12)OCCOC)OCCOC